C(CCCCCNC(CCC1=CC(=C(C(=C1)C(C)(C)C)O)C(C)(C)C)=O)NC(CCC1=CC(=C(C(=C1)C(C)(C)C)O)C(C)(C)C)=O N,N'-hexane-1,6-diyl-bis[3-[3,5-ditert-butyl-4-hydroxyphenyl]propionamide]